ClC=1C=C(C=CC1Cl)C#CC(C)NC(=O)N1CCC(CC1)NC(OC(C)(C)C)=O tert-butyl (1-((4-(3,4-dichloro-phenyl)but-3-yn-2-yl)-carbamoyl) piperidin-4-yl)-carbamate